O[C@H]1[C@@H](CC1)NCC=1C(=NC=CC1)NC(C(C)(C)C)=O N-(3-((((trans)-2-Hydroxycyclobutyl)amino)methyl)pyridin-2-yl)pivalamide